CN1CCN(CC1)C1=CC=C(C=C1)C=1C=C(C[C@H](NC)C(=O)O)C=CC1 3-[4-(4-methylpiperazin-1-yl)phenyl]-N-methyl-L-phenylalanine